N-(Cyclopropylmethyl)-2-(4-methoxyphenyl)oxazole-4-carboxamide C1(CC1)CNC(=O)C=1N=C(OC1)C1=CC=C(C=C1)OC